C(C)(C)(C)OC(=O)N(C1=CC=C(/C=C/C2=CC=C(C=C2)OC(NCCC)=O)C=C1)CC=1N=NN(C1)CCF (E)-(4-(4-((tert-Butoxycarbonyl)((1-(2-fluoroethyl)-1H-1,2,3-triazol-4-yl)methyl)amino)-styryl)phenyl)(propyl)carbamate